p-fluorocumene hydroperoxide [O-]O.FC1=CC=C(C=C1)C(C)C